Cl.C(CCCC)C1=CC=C(C(=O)N)C=C1 4-pentylbenzamide hydrochloride